Cl.CSCCN 2-(methylthio)ethylamine hydrochloride